N2-(3-fluoro-5-(piperazin-1-ylmethyl)phenyl)-N4-(8-methylcinnolin-4-yl)pyrimidine-2,4-diamine FC=1C=C(C=C(C1)CN1CCNCC1)NC1=NC=CC(=N1)NC1=CN=NC2=C(C=CC=C12)C